C1(=CC=CC=C1)N1CC2(C1)CNC2 2-phenyl-2,6-diazaspiro[3.3]heptane